BrC1=CC=CC(=N1)C(C)=O 1-(6-bromo-2-pyridinyl)ethanone